ethyl-4-methyloctanoate C(C)OC(CCC(CCCC)C)=O